C(#N)C=1C=C(C=C(C1)N1CCC(CC1)(F)F)C=1C(=C(C(=O)N)C=CC1I)N1CCC2(CC2)CC1 3-cyano-5-(4,4-difluoropiperidin-1-yl)phenyl-4-iodo-2-(6-azaspiro[2.5]oct-6-yl)benzamide